Tert-butyl (S)-(3-amino-1,1-difluoropropan-2-yl)carbamate NC[C@@H](C(F)F)NC(OC(C)(C)C)=O